N-methanesulfonyl-caprolactam CS(=O)(=O)N1C(CCCCC1)=O